N[C@H](CC1=CC=C(C#N)C=C1)C=1SC2=C(N1)C=CC(=C2)OC 4-[(2R)-2-amino-2-(6-methoxy-1,3-benzothiazol-2-yl)ethyl]benzonitrile